C(C1=CC=CC=C1)N1CCC(CC1)CCNC(=O)C1(CCN(CC1)C1=NC=C(C=C1)C(F)(F)F)OC N-[2-(1-benzylpiperidin-4-yl)ethyl]-4-methoxy-1-[5-(trifluoromethyl)pyridin-2-yl]piperidine-4-carboxamide